4-[8-(3,8-diazabicyclo[3.2.1]octan-3-yl)-4-fluoro-5-(hydroxymethyl)-6-methyl-2,7-naphthyridin-3-yl]-5-ethynyl-6-fluoro-naphthalen-2-ol C12CN(CC(CC1)N2)C=2N=C(C(=C1C(=C(N=CC21)C2=CC(=CC1=CC=C(C(=C21)C#C)F)O)F)CO)C